4-(1-(3-fluoro-4-(trifluoromethyl)phenyl)cyclopropyl)-3-methyl-1-(4-methylbenzene-1-sulfonyl)-1H-pyrrole-2-carboxylic acid ethyl ester C(C)OC(=O)C=1N(C=C(C1C)C1(CC1)C1=CC(=C(C=C1)C(F)(F)F)F)S(=O)(=O)C1=CC=C(C=C1)C